CNCCNC(=O)C1=CC2=C(N(C(=N2)NC=2SC3=C(N2)C=CC(=C3)OC(F)(F)F)C)C=C1 1-Methyl-2-(6-trifluoromethoxy-benzothiazol-2-ylamino)-1H-benzoimidazole-5-carboxylic acid (2-methylamino-ethyl)-amide